O=C1NC(CCC1N1C(C2=CC=C(C=C2C1)O[C@@H]1CN(C[C@H]1F)CC=1C=C2C=CC(=NC2=CC1)C#N)=O)=O 6-(((3R,4R)-3-((2-(2,6-Dioxopiperidin-3-yl)-1-oxoisoindolin-5-yl)oxy)-4-fluoropyrrolidin-1-yl)methyl)quinoline-2-carbonitrile